N(=[N+]=[N-])CCCCOC1=CC(=C(C=C1)C1=CC=C(C=C1)C[C@@H](C(=O)O)NC(=O)OCC1C2=CC=CC=C2C=2C=CC=CC12)CC (2S)-3-[4-[4-(4-azidobutoxy)-2-ethyl-phenyl]phenyl]-2-(9H-fluoren-9-ylmethoxycarbonylamino)propanoic acid